Cl.CNS(=O)(=O)C trans-N-methyl-methanesulfonamide hydrochloride